γ-methacryloyloxypropyl-diethoxymethylsilane tert-butyl-4-(4-bromo-1H-pyrazol-1-yl)-3,3-difluoropiperidine-1-carboxylate C(C)(C)(C)OC(=O)N1CC(C(CC1)N1N=CC(=C1)Br)(F)F.C(C(=C)C)(=O)OCCC[SiH2]C(OCC)OCC